(3S,4S)-4-(3,4-difluorophenyl)-3-nitropiperidine FC=1C=C(C=CC1F)[C@H]1[C@@H](CNCC1)[N+](=O)[O-]